C(=O)(O)CCC(=O)OCC(COCC(COC(CCC(=O)O)=O)(CC)COC(CCC(=O)O)=O)(CC)COC(CCC(=O)O)=O 4-[2-[2,2-bis(3-carboxypropanoyloxy-methyl)butoxymethyl]-2-(3-carboxypropanoyloxymethyl)butoxy]-4-oxo-butanoic acid